F[B-](F)(F)F.C1(=CC=CC=C1)C1OC(=CC(=C1)C1=CC=CC=C1)C1=CC=CC=C1 2,4,6-triphenylpyran tetrafluoroborate